ClC(OC1=CC=C(N)C=C1)(F)F 4-(chloro-difluoro-methoxy)-aniline